1-(tert-butyl) 6a-methyl (3aS,6aS)-3a-allyl-3-((4-methoxybenzyl)oxy)hexahydrocyclopenta[b]pyrrole-1,6a-dicarboxylate C(C=C)[C@@]12[C@@](N(CC1OCC1=CC=C(C=C1)OC)C(=O)OC(C)(C)C)(CCC2)C(=O)OC